tert-Butyl 4-methoxy-3-(2-morpholino-2-oxoethyl)-1H-indole-1-carboxylate COC1=C2C(=CN(C2=CC=C1)C(=O)OC(C)(C)C)CC(=O)N1CCOCC1